FC1(CN(C1)C)C(=O)NC=1N=CC2=CC=C(C=C2C1)C=1C=NN(C1)C 3-fluoro-1-methyl-N-(6-(1-methyl-1H-pyrazol-4-yl)isoquinolin-3-yl)azetidine-3-carboxamide